1-(pyridin-2-ylmethyl)-1,2,3,6-tetrahydropyridin-3-ol N1=C(C=CC=C1)CN1CC(C=CC1)O